CC(C)(C)[S@@](=O)NC1/C(/C=CC=C1)=C/[C@@H]1OC[C@H](CC1)C(F)(F)F (R)-2-methyl-N-((E)-((trans)-5-(trifluoromethyl)tetrahydro-2H-pyran-2-yl)methylenePhenyl)-propane-2-sulfinamide